C(CCC)N1CCC(CC1)N(C(=O)NC1=CC(=C(C=C1)Cl)Cl)CC=1C=C(CNC(CCN2CCN(CC2)CCOC=2C=CC=C3C=CC(=CC23)C=2SC=C(N2)CC(=O)OCC)=O)C=CC1 Ethyl 2-(2-(8-(2-(4-(3-((3-((1-(1-Butylpiperidin-4-yl)-3-(3,4-Dichlorophenyl)Ureido)Methyl)Benzyl)Amino)-3-Oxopropyl)Piperazin-1-yl)Ethoxy)Naphthalen-2-yl)Thiazol-4-yl)Acetate